CC1=NC(=NC=C1N1C(O[C@]2(C1)C[C@H](CCC2)CN2C=NC1=C2C=C(C=C1)C#N)=O)C(F)(F)F 1-(((5S,7S)-3-(4-methyl-2-(trifluoromethyl)pyrimidin-5-yl)-2-oxo-1-oxa-3-azaspiro[4.5]decane-7-yl)methyl)-1H-benzo[d]imidazole-6-carbonitrile